3-[4-[8-Chloro-7-[2-methyl-3-(2-trimethylsilylethoxymethyl)benzimidazol-5-yl]oxy-quinoxalin-2-yl]pyrazol-1-yl]-1-methyl-cyclobutanol ClC=1C(=CC=C2N=CC(=NC12)C=1C=NN(C1)C1CC(C1)(O)C)OC1=CC2=C(N=C(N2COCC[Si](C)(C)C)C)C=C1